R-(+)-2-(4-benzyloxyphenoxy)propionamide C(C1=CC=CC=C1)OC1=CC=C(O[C@@H](C(=O)N)C)C=C1